tert-butyl 3-([([(9H-fluorene-9-yl)methoxy]carbonyl)(cyclopropyl)amino]methyl)azetidin-1-carboxylate C1=CC=CC=2C3=CC=CC=C3C(C12)COC(=O)N(C1CC1)CC1CN(C1)C(=O)OC(C)(C)C